C(C=C)(=O)N1C[C@@H](N(CC1)C1=NC(N2C3=C(C(=C(C=C13)Cl)C1=C(C=CC=C1O)F)OC[C@H]2CN(C)C)=O)C (3R)-7-((S)-4-acryloyl-2-methylpiperazin-1-yl)-9-chloro-3-((dimethylamino)meth-yl)-10-(2-fluoro-6-hydroxyphenyl)-2H-[1,4]oxazino[2,3,4-ij]quinazolin-5(3H)-one